CC1=CC=C(C2=CC=CC=C12)P(C1=CC=C(C=C1)N(C)C)(C1=CC=C(C=C1)N(C)C)=O 4-methyl-1-naphthyl-di(4-dimethylaminophenyl)phosphine oxide